dioxabicyclo[5.2.1]decane C12OOCCCC(CC1)C2